C(C)C(=C)CC(CCCC)CC 2-ethyl-4-ethyl-1-octene